5,7,4'-trihydroxy-8-(2-buten-yl)flavanone OC1=C2C(CC(OC2=C(C(=C1)O)CC=CC)C1=CC=C(C=C1)O)=O